cis-3-(Aminomethyl)cyclobutane-1-carboxylic acid NC[C@H]1C[C@H](C1)C(=O)O